(E)-benzenesulfonyl-4-methoxy-2-nitroaniline C1(=CC=CC=C1)S(=O)(=O)NC1=C(C=C(C=C1)OC)[N+](=O)[O-]